6-(5-(((1S,2r,3r,5r)-2-fluoro-1-methyl-9-azabicyclo[3.3.1]non-3-yl)thio)pyrazin-2-yl)isoquinolin-7-ol F[C@@H]1[C@@]2(CCC[C@H](C[C@H]1SC=1N=CC(=NC1)C=1C=C3C=CN=CC3=CC1O)N2)C